CC1=NC(=CC(=N1)NC1=C(C(=O)NOCC)C(=CC=N1)NC1=C(C(=C(C=C1)C)F)N(S(=O)(=O)C)C)C ((2,6-dimethylpyrimidin-4-yl)amino)-N-ethoxy-4-((3-fluoro-4-methyl-2-(N-methylmethanesulfonamido)phenyl)amino)nicotinamide